2-(2-Cyanoprop-2-yl)-N-(4-fluoro-3-(2-(5-(pyrazin-2-ylamino)-1H-pyrazol-3-yl)ethyl)phenyl)isonicotinamide C(#N)C(C)(C)C=1C=C(C(=O)NC2=CC(=C(C=C2)F)CCC2=NNC(=C2)NC2=NC=CN=C2)C=CN1